C(C1=CC=CC=C1)SC1=C(C=CC(=C1)OC1=C(C(=C(C(=C1F)F)C(F)(F)F)F)F)[N+](=O)[O-] benzyl(2-nitro-5-(2,3,5,6-tetrafluoro-4-(trifluoromethyl)phenoxy)phenyl)sulfane